FC(=C[C@H]1C([C@@H]1C(=O)OCC1=C(C(=C(C(=C1F)F)C#C)F)Cl)(C)C)F 2-chloro-4-ethynyl-3,5,6-trifluorobenzyl (1R)-trans-3-(2,2-difluoro-1-ethenyl)-2,2-dimethylcyclopropanecarboxylate